N-(2-((tert-butyldimethylsilyl)oxy)ethyl)-N-phenyl-[1,2,4]triazolo[4,3-a]quinazolin-5-amine [Si](C)(C)(C(C)(C)C)OCCN(C1=NC=2N(C3=CC=CC=C13)C=NN2)C2=CC=CC=C2